N[C@@H](CC1=CNC=N1)C(=O)O HISTIDINE